NC1CC2CCC(C1)N2C(=O)C2=CC(=CS2)C2=CC(=C(C=C2)C#N)F 5-(3-amino-8-azabicyclo[3.2.1]octane-8-carbonyl)-3-(4-cyano-3-fluorophenyl)thiophene